4-[(2s,6r)-2-[[3-(3-amino-3-methyl-azetidin-1-yl)spiro[5H-furo[3,4-b]pyridin-7,3'-azetidine]-1'-yl]methyl]-6-methyl-morpholin-4-yl]pyrazolo[1,5-a]pyridine-7-carbonitrile NC1(CN(C1)C=1C=C2C(=NC1)C1(CN(C1)C[C@H]1CN(C[C@H](O1)C)C=1C=3N(C(=CC1)C#N)N=CC3)OC2)C